1-(1-(7-(azetidin-3-yl)-7-azaspiro[3.5]nonan-2-yl)piperidin-4-yl)-3-(4-phenoxyphenyl)-1H-pyrazolo[3,4-d]pyrimidin-4-amine N1CC(C1)N1CCC2(CC(C2)N2CCC(CC2)N2N=C(C=3C2=NC=NC3N)C3=CC=C(C=C3)OC3=CC=CC=C3)CC1